1-[2-(azetidin-1-yl)-2-oxo-ethyl]-6-[2-methyl-5-(trifluoromethyl)phenyl]-3H-imidazo[4,5-b]pyridin-2-one N1(CCC1)C(CN1C(NC2=NC=C(C=C21)C2=C(C=CC(=C2)C(F)(F)F)C)=O)=O